C[N+](CCCCCC=O)(C)[O-] N,N-dimethyl-6-oxohexan-1-amine oxide